OC1CCN(CC1)C(=O)N1CCC(CC1)=C(C#N)C1=C2C=NNC2=CC=C1 2-(1-(4-hydroxypiperidine-1-carbonyl)piperidin-4-ylidene)-2-(1H-indazol-4-yl)acetonitrile